C(=CC)C[Si](C)(C)CCCCCCCCCCCCCCCCCC propenyloctadecyltrimethylsilane